Ferric phosphite P([O-])([O-])[O-].[Fe+3]